C(C1=CC=CC=C1)N1CCCC2CC=CC=C12 N-benzyl-tetrahydroquinoline